ClC1=CC=C2C(=CN(C2=C1)C(=O)OC(C)(C)C)C=O tert-Butyl 6-chloro-3-formyl-1H-indole-1-carboxylate